4-(2-(1-(4-aminophenyl)piperidin-4-yl)ethyl)piperidine-1-carboxylic acid tert-butyl ester C(C)(C)(C)OC(=O)N1CCC(CC1)CCC1CCN(CC1)C1=CC=C(C=C1)N